methyl 4-((tert-butyl dimethylsilyl)oxy)-3-(1,1-dioxidothiomorpholino)butanoate [Si](C)(C)(C(C)(C)C)OCC(CC(=O)OC)N1CCS(CC1)(=O)=O